1-((3S,4R)-4-(3,4-difluorophenyl)-1-(2-methoxyethyl)pyrrolidin-3-yl)-3-(1-methyl-3-(pyrazin-2-yl)-1H-pyrazol-5-yl)urea FC=1C=C(C=CC1F)[C@H]1[C@@H](CN(C1)CCOC)NC(=O)NC1=CC(=NN1C)C1=NC=CN=C1